3-(Hydroxyimino)-1,5-dimethyl-8-azabicyclo[3.2.1]octane-8-carboxylic acid tert-butyl ester C(C)(C)(C)OC(=O)N1C2(CC(CC1(CC2)C)=NO)C